C(C)OC(CN1C(=C(C(=C1)C)C(=O)OCC)C)=O ethyl 1-(2-ethoxy-2-oxoethyl)-2,4-dimethyl-1H-pyrrole-3-carboxylate